ClC1=CC=2N(C=C1)C(=CN2)C2=C1CNC(C1=C(C=C2)NC2=NC=C(C=C2)N2CCC(CC2)(CN2CCOCC2)O)=O 4-(7-chloroimidazo[1,2-a]pyridin-3-yl)-7-((5-(4-hydroxy-4-(morpholino-methyl)piperidin-1-yl)pyridin-2-yl)amino)isoindolin-1-one